C(C)(C)(C)N(C(O)=O)[C@H](C)C1=C(C=C(C=C1)B1OC(C(O1)(C)C)(C)C)Cl.C(CCCCCCCCCCC)(=O)N[C@@H](CCC(=O)O)C(=O)O lauroyl-glutamic acid tert-butyl-(R)-(1-(2-chloro-4-(4,4,5,5-tetramethyl-1,3,2-dioxaborolan-2-yl)phenyl)ethyl)carbamate